CON1N=C(C2=CC=C3C(=C12)C=CC=C3)C methoxy-3-methyl-1H-benzo[g]indazole